OC1=CC=C(C=C1)C(C=CC1=CC=C(C=C1)OC(F)(F)F)=O 1-(4-Hydroxyphenyl)-3-[4-(trifluoromethoxy)phenyl]prop-2-en-1-one